C(C(=C)C)(=O)OCCC[Si](OCCOC)(OCCOC)OCCOC gamma-methacryloxypropyl-tris-(2-methoxyethoxy)silane